(Z)-N'-(1-((3aR,4R,6R,6aR)-6-(hydroxymethyl)-2-phenyltetrahydrofuro[3,4-d][1,3]dioxol-4-yl)-2-oxo-1,2,3,4-tetrahydropyrimidin-4-yl)-N,N-dimethylformimidamide OC[C@H]1O[C@H]([C@H]2[C@@H]1OC(O2)C2=CC=CC=C2)N2C(NC(C=C2)\N=C/N(C)C)=O